C1CCC#CC(CC1)C2CCCCCC#C2 bicyclooctyne